2-amino-6-(4-methylpiperazinylmethyl)benzothiazole NC=1SC2=C(N1)C=CC(=C2)CN2CCN(CC2)C